2-amino-1-(1-benzyl-1H-pyrazol-4-yl)propan-1-ol tert-butyl-(6-(6-carbamoylspiro[3.3]hept-2-yl)thiazolo[4,5-b]pyrazin-2-yl)carbamate C(C)(C)(C)N(C(=O)OC(C(C)N)C=1C=NN(C1)CC1=CC=CC=C1)C=1SC=2C(=NC=C(N2)C2CC3(C2)CC(C3)C(N)=O)N1